C(C1=CC=CC=C1)N(C=1C=C(C(=NC1OC)C=O)F)CC1=CC=CC=C1 5-(dibenzylamino)-3-fluoro-6-methoxypyridine-2-formaldehyde